[Se]1(C=CC=C1)=O selenophenone